1-cyclopentyl-6-((4-methoxy-2-methylphenyl)amino)-3-methyl-1,3-dihydro-2H-imidazo[4,5-c]pyridin-2-one C1(CCCC1)N1C(N(C=2C=NC(=CC21)NC2=C(C=C(C=C2)OC)C)C)=O